CC1=C(C=CC=C1C)C1(CC2C(N(OC2(C)C)C)C(C1)C)C 5-(2,3-Dimethylphenyl)-1,3,3,5,7-pentamethyloctahydrobenzo[c]isoxazol